5-(benzyloxy)-3-(cyclopropylmethyl)-1-(6,7-difluoroindeno[1,2-a]inden-4b(9H)-yl)-2,3-dihydro-1H-pyrido[2,1-f][1,2,4]triazine-4,6-dione C(C1=CC=CC=C1)OC=1C(C=CN2N(CN(C(C21)=O)CC2CC2)C21C(=CC3=CC=CC=C23)CC=2C=C(C(=CC21)F)F)=O